C(C)(=O)C1=NC(=CC=C1)C(C)=NNC(=S)N 2,6-diacetylpyridine thiosemicarbazone